O1CC/C(/C2=NC=CC=C21)=N\NC(C2=CN=CC=C2)=O (E)-N'-(2,3-dihydro-4H-pyrano[3,2-b]pyridin-4-ylidene)nicotinic acid hydrazide